6-chloro-7-(cyclopropoxy)-N-[5-(2-fluoroethoxy)-4-methoxy-pyrimidin-2-yl]-1H-indole-3-sulfonamide ClC1=CC=C2C(=CNC2=C1OC1CC1)S(=O)(=O)NC1=NC=C(C(=N1)OC)OCCF